CNC(=O)CN1N=CC2=CC=C(C=C12)C=1C=C(C=CC1)NC(C=C)=O N-(3-{1-[(methylcarbamoyl)methyl]-1H-indazol-6-yl}phenyl)prop-2-enamide